C(CC)OC(C(C(C(=O)OCCC)C(C)CC)(C(C)CC)C#N)=O 2-cyano-2,3-di-sec-butylbutanedioic acid di-n-propyl ester